3-(3,5-dichloroanilino)-2,2-difluoro-3-oxo-propionate ClC=1C=C(NC(C(C(=O)[O-])(F)F)=O)C=C(C1)Cl